BrC1=CC=C2C3(CC=4C(=NOC4C2=C1)NS(=O)(=O)C1=C(C=CC=C1)F)CC3 N-(8'-bromo-4'H-spiro[cyclopropane-1,5'-naphtho[2,1-d]isoxazol]-3'-yl)-2-fluorobenzenesulfonamide